C1=CC=CC=2C3=CC=CC=C3N(C12)C1=CC=C(C=C1)C(=C(C1=CC=C(C=C1)NC1=CC=CC=C1)C1=CC=C(C=C1)N1C2=CC=CC=C2C=2C=CC=CC12)C1=CC=C(C=C1)NC1=CC=CC=C1 bis[4-(9H-carbazole-9-yl)phenyl]-N,N'-diphenylstilbene-4,4'-diamine